CS(=O)(=O)O[C@H](CN1C=CC2=NC(=CC=C21)OCC2=CC=CC=C2)C (S)-1-(5-(benzyloxy)-1H-pyrrolo[3,2-b]pyridin-1-yl)propan-2-yl methanesulfonate